C(C)(C)(C)N[C@H]1CN(CC1)C=1N=NC(=CN1)C1=NC=C(C=C1O)C=1C=C(C=2N(N1)C=C(N2)C)C 2-{3-[(3R)-3-(tert-butylamino)pyrrolidin-1-yl]-1,2,4-triazin-6-yl}-5-(2,8-dimethylimidazo[1,2-b]pyridazin-6-yl)pyridin-3-ol